3-Buten-1,2-diol C(C(C=C)O)O